BrC=1C=NN2C1C=C(C=C2)C(=O)N(C2=CC(=C(C=C2)F)OC)CC#N 3-bromo-N-(cyanomethyl)-N-(4-fluoro-3-methoxy-phenyl)pyrazolo[1,5-a]pyridine-5-carboxamide